(5-(3-methoxy-4-nitrophenyl)-1,3,4-thiadiazol-2-yl)(4-methylpiperazin-1-yl)methanone COC=1C=C(C=CC1[N+](=O)[O-])C1=NN=C(S1)C(=O)N1CCN(CC1)C